ethyl 1-[1-{5-chloro-2-[(4-methoxyphenyl) methoxy] phenyl} piperidin-3-yl]-5-(trifluoromethyl)-1H-pyrazole-4-carboxylate ClC=1C=CC(=C(C1)N1CC(CCC1)N1N=CC(=C1C(F)(F)F)C(=O)OCC)OCC1=CC=C(C=C1)OC